(E)-N-(2-(2-(3-fluoroazetidin-1-yl)ethyl)phenyl)-3-(1H-indazol-6-yl)acrylamide FC1CN(C1)CCC1=C(C=CC=C1)NC(\C=C\C1=CC=C2C=NNC2=C1)=O